11-cyclopropyl-5,11-dihydro-4-methyl-6H-dipyrido-[3,2-b:2',3'-e][1,4]diazepin-6-one C1(CC1)N1C2=C(NC(C3=C1N=CC=C3)=O)C(=CC=N2)C